5-[3-[(1R)-2,2-difluoro-1-[4-[(1-fluorocyclopropyl)methoxy]-2-pyridyl]ethoxy]-1-methyl-pyrazolo[3,4-c]pyridazin-5-yl]-1H-pyrimidine-2,4-dione FC([C@H](OC1=NN(C2=NN=C(C=C21)C=2C(NC(NC2)=O)=O)C)C2=NC=CC(=C2)OCC2(CC2)F)F